C/C(/C(C)C(=O)[O-])=C\C1=CC=CC=C1 (E)-3-methyl-4-phenyl-3-butene-2-yl-carboxylate